1,8-bis(diphenylphosphino)-9H-carbazole C1(=CC=CC=C1)P(C1=CC=CC=2C3=CC=CC(=C3NC12)P(C1=CC=CC=C1)C1=CC=CC=C1)C1=CC=CC=C1